1,4-dithiane-2,5-diyldiacrylate S1C(CSC(C1)C=CC(=O)[O-])C=CC(=O)[O-]